2,4-diamino-N,N-diallyl-aniline NC1=C(N(CC=C)CC=C)C=CC(=C1)N